ethyl 1-(3-methyl-2-oxo-2,3-dihydro-1,3-benzoxazol-6-yl)-2,4-dioxo-3-[(1R)-4-(trifluoromethyl)-2,3-dihydro-1H-inden-1-yl]-1,2,3,4-tetrahydropyrimidine-5-carboxylate CN1C(OC2=C1C=CC(=C2)N2C(N(C(C(=C2)C(=O)OCC)=O)[C@@H]2CCC1=C(C=CC=C21)C(F)(F)F)=O)=O